5-((R)-3-(((1-(4-(5,7-dimethoxy-4-oxo-3,4-dihydroquinazolin-2-yl)phenyl)piperidin-4-yl)methyl)amino)piperidin-1-yl)-2-(2,6-dioxopiperidin-3-yl)isoindoline-1,3-dione COC1=C2C(NC(=NC2=CC(=C1)OC)C1=CC=C(C=C1)N1CCC(CC1)CN[C@H]1CN(CCC1)C=1C=C2C(N(C(C2=CC1)=O)C1C(NC(CC1)=O)=O)=O)=O